N-(7-carbamimidoylnaphthalen-1-yl)-3-hydroxy-2-methylbenzamide C(N)(=N)C1=CC=C2C=CC=C(C2=C1)NC(C1=C(C(=CC=C1)O)C)=O